((S)-3-(2-Chlorophenyl)-1,4-oxazepan-4-yl)-2-fluoro-N-((R,E)-4-(methylsulfonyl)but-3-en-2-yl)benzamide ClC1=C(C=CC=C1)[C@H]1COCCCN1C=1C(=C(C(=O)N[C@H](C)\C=C\S(=O)(=O)C)C=CC1)F